(S)-3-(3-(((9H-fluoren-9-yl)methoxy)carbonyl)-5-oxooxazolidin-4-yl)propionic acid C1=CC=CC=2C3=CC=CC=C3C(C12)COC(=O)N1COC([C@@H]1CCC(=O)O)=O